4-(1,1-difluoroethyl)benzonitrile FC(C)(F)C1=CC=C(C#N)C=C1